COC=1C=C(C=CC1OC)CNCC(C)(N)C N1-[(3,4-dimethoxyphenyl)methyl]-2-methyl-propane-1,2-diamine